(E)-7-((2R,3R,4S,5S)-5-((R)-1-(4-chloro-3-fluorophenyl)-1-hydroxyethyl)-3,4-dihydroxytetrahydrofuran-2-yl)-1,5,6,7-tetrahydro-4H-pyrrolo[2,3-d]pyrimidin-4-one O-methyl oxime CO\N=C\1/C2=C(NC=N1)N(CC2)[C@@H]2O[C@@H]([C@H]([C@H]2O)O)[C@](C)(O)C2=CC(=C(C=C2)Cl)F